4-(2-hydroxycyclohexyloxy)-7-(trifluoromethylthio)-2,3-dihydro-1H-inden-1-one OC1C(CCCC1)OC1=C2CCC(C2=C(C=C1)SC(F)(F)F)=O